CC=1OC=C(N1)C(=O)NCC1=NOCC1 3-((2-methyloxazole-4-carboxamido)methyl)-4,5-dihydroisoxazole